NCCCOC([C@H](C)C1=CC(=CC=C1)C(C1=CC=CC=C1)=O)=O (αR)-3-benzoyl-α-methyl-phenylacetic acid 3-amino-propyl ester